ethyl (2S,3R)-3-cyclopropyl-3-hydroxy-2-(((4-nitrophenyl)sulfonyl)oxy)propanoate C1(CC1)[C@H]([C@@H](C(=O)OCC)OS(=O)(=O)C1=CC=C(C=C1)[N+](=O)[O-])O